C(C1=CC=CC=C1)O[C@H]1C(O[C@@H]([C@H]1OCC1=CC=CC=C1)COCC1=CC=CC=C1)(O)C1=CN=C2C(=NC(=NN21)Cl)NC2CCCC2 (3R,4R,5R)-3,4-bis(benzyloxy)-5-((benzyloxy)methyl)-2-(2-chloro-4-(cyclopentylamino)imidazo[2,1-f][1,2,4]triazin-7-yl)tetrahydrofuran-2-ol